4-(4,4,5,5-tetramethyl-1,3,2-dioxaborolan-2-yl)-1-tosyl-1H-pyrrolo[2,3-b]pyridine CC1(OB(OC1(C)C)C1=C2C(=NC=C1)N(C=C2)S(=O)(=O)C2=CC=C(C)C=C2)C